{3-[4-(2-aminoquinazolin-6-yl)-5-fluoro-2,3-dihydro-1H-indole-1-sulfonyl]-2,5-dichlorophenyl}methanol NC1=NC2=CC=C(C=C2C=N1)C1=C2CCN(C2=CC=C1F)S(=O)(=O)C=1C(=C(C=C(C1)Cl)CO)Cl